4-(7-fluoroimidazo[1,2-a]pyridin-3-yl)-7-((6'-(2,2,2-trifluoroethyl)-2,3,5,6,6',7'-hexahydrospiro[pyran-4,5'-pyrrolo[3,4-b]pyridin]-2'-yl)amino)isoindolin-1-one FC1=CC=2N(C=C1)C(=CN2)C2=C1CNC(C1=C(C=C2)NC2=CC=C1C(=N2)CN(C12CCOCC2)CC(F)(F)F)=O